(S)-N-ethyl-5-fluoro-N-isopropyl-2-((5-(2-(2-methyl-6-(3-methylureido)hexan-3-yl)-2,6-diazaspiro[3.4]octan-6-yl)-1,2,4-triazin-6-yl)oxy)benzamide C(C)N(C(C1=C(C=CC(=C1)F)OC1=C(N=CN=N1)N1CC2(CN(C2)[C@H](C(C)C)CCCNC(=O)NC)CC1)=O)C(C)C